N-((2-(2,6-dioxopiperidin-3-yl)-1-oxoisoindolin-5-yl)methyl)-2,2-difluoro-2-(3-(2-(methylsulfonyl)ethoxy)phenyl)acetamide O=C1NC(CCC1N1C(C2=CC=C(C=C2C1)CNC(C(C1=CC(=CC=C1)OCCS(=O)(=O)C)(F)F)=O)=O)=O